tert-butyl (S)-5-amino-4-(4-fluoro-6-oxo-6,8-dihydro-2H,7H-spiro[furo[2,3-e]isoindole-3,4'-piperidin]-7-yl)-5-oxopentanoate NC([C@H](CCC(=O)OC(C)(C)C)N1C(C2=CC(=C3C(=C2C1)OCC31CCNCC1)F)=O)=O